O=C(C=C(C)OC([C@@H](NC(=O)OCC1=CC=CC=2C3=CC=CC=C3CC12)[C@H](O)C)=O)C1=CC=CC=C1 (E)-fluorenylmethoxycarbonyl-L-threonine-4-oxo-4-phenyl-2-buten-2-yl ester